CC1(C(C1)C(=O)N1C(CCCC1)C=1NC=C(N1)C1=CC=CC=C1)C (2,2-dimethylcyclopropyl)(2-(4-phenyl-1H-imidazol-2-yl)piperidin-1-yl)methanone